(2S,5S)-4-(4-methoxybicyclo[2.2.1]heptane-1-carbonyl)-2,3,4,5-tetrahydro-2,5-methanopyrido[3,4-f][1,4]oxazepine-9-carbonitrile COC12CCC(CC1)(C2)C(=O)N2C[C@H]1OC3=C([C@@H]2C1)C=NC=C3C#N